(6R,8aS)-6-[8-amino-1-(4-{(1R)-1-[3-(cyclopropyloxy)phenyl]-1-hydroxyethyl}phenyl)imidazo[1,5-a]pyrazin-3-yl]hexahydroindolizin-3(2H)-one NC=1C=2N(C=CN1)C(=NC2C2=CC=C(C=C2)[C@@](C)(O)C2=CC(=CC=C2)OC2CC2)[C@H]2CN1C(CC[C@@H]1CC2)=O